n-undecyl vinyl ether C(=C)OCCCCCCCCCCC